C(C)(=O)OCCOC1=CC=C(C=C1)C(=C(CCCl)C1=CC=CC=C1)C1=CC=CC=C1 4-(4-chloro-1,2-diphenyl-but-1-enyl)-phenoxy-ethyl acetate